O1COCC(C1)OC1=C(C=C(C=C1)F)C1CCN(CC1)[C@@H]1COC2(CN(C2)C=2OC=NN2)C1 (S)-7-(4-(2-((1,3-dioxan-5-yl)oxy)-5-fluorophenyl)piperidin-1-yl)-2-(1,3,4-oxadiazol-2-yl)-5-oxa-2-azaspiro[3.4]octane